CC(C(=O)N1CC2=CN=C(C=C2CC1)OCC1=C(N=NN1C=1C=NC(=CC1)C(F)F)C)C 2-methyl-1-[6-({4-methyl-1-[6-(difluoromethyl)pyridin-3-yl]-1H-1,2,3-triazol-5-yl}methoxy)-1,2,3,4-tetrahydro-2,7-naphthyridin-2-yl]propan-1-one